C1(CC1)C1=CC(=NN1)NC(C(C)C=1C=C(C=CC1)C1CCC(CC1)NC(\C=C\CN(C)C)=O)=O (E)-N-(4-(3-(1-((5-cyclopropyl-1H-pyrazol-3-yl)amino)-1-oxopropan-2-yl)phenyl)cyclohexyl)-4-(dimethylamino)but-2-enamide